FC=1C=NC(=NC1)C=1C(=C(C=CC1)NC1=C(C=NC(=C1)NC1=NC=C(C=C1)C1CCNCC1)C(=O)NC)OC 4-{[3-(5-fluoropyrimidin-2-yl)-2-methoxyphenyl]amino}-N-methyl-6-{[5-(piperidin-4-yl)pyridin-2-yl]amino}pyridine-3-carboxamide